1-{2-[3-(4-Chloro-2-hydroxy-6-methylphenyl)-7H-pyrrolo[2,3-c]pyridazin-7-yl]ethyl}pyrrolidin-3-one ClC1=CC(=C(C(=C1)C)C1=CC2=C(N=N1)N(C=C2)CCN2CC(CC2)=O)O